7-bromo-5-chloro-1-methyl-3-nitro-1H-pyrazolo[4,3-b]pyridine BrC1=C2C(=NC(=C1)Cl)C(=NN2C)[N+](=O)[O-]